C(C1=CC=CC=C1)OC=1C(=C(C=NC1)C=1C=NC=CC1)C 5-(benzyloxy)-4-methyl-[3,3'-bipyridine]